3-Methyl-4-pyridinecarboxylic acid CC=1C=NC=CC1C(=O)O